(R)-1-[(S)-1-(2,3-dihydro-benzo[1,4]dioxin-2-yl)methyl]-3-(3-fluoromethoxy-phenyl)-piperidine O1[C@H](COC2=C1C=CC=C2)CN2C[C@H](CCC2)C2=CC(=CC=C2)OCF